N-(oxiran-2-ylmethyl)-3,4-dihydroquinoline-1(2H)-carboxamide O1C(C1)CNC(=O)N1CCCC2=CC=CC=C12